C(CCC)C1=CC=C(C=C1)N(C1=CC=CC=C1)C1=CC=CC=C1 (4-butyl-phenyl)-diphenylamine